(R)-N-(2-fluoro-3-hydroxy-3-methylbutyl)-6-(2-methoxypyridin-4-yl)-4-((tetrahydro-2H-pyran-4-yl)amino)pyrrolo[1,2-b]pyridazine-3-carboxamide F[C@H](CNC(=O)C1=C(C=2N(N=C1)C=C(C2)C2=CC(=NC=C2)OC)NC2CCOCC2)C(C)(C)O